N-(1-(2,6-dihydroxy-3'-methyl-4-pentyl-[1,1'-biphenyl]-3-yl)ethyl)-N-methylazetidine-1-carboxamide OC1=C(C(=CC(=C1C(C)N(C(=O)N1CCC1)C)CCCCC)O)C1=CC(=CC=C1)C